ethyl 2-methoxy-2-[(4E)-1-methyl-2,5-dioxoimidazolidin-4-ylidene]acetate CO/C(/C(=O)OCC)=C\1/NC(N(C1=O)C)=O